C(C(C)C)OC1=CC=C(C=C1)S(=O)(=O)OC=1C=C(C=CC1)NC(NC1=CC(=CC=C1)OS(=O)(=O)C1=CC=C(C=C1)OCC(C)C)=O bis-[3-(p-isobutoxybenzenesulfonyloxy)phenyl]urea